ClC=1C=C(C=NC1)N[C@@H](C)C(=O)N1[C@H]2CC([C@@H]([C@@H]1C(=O)N[C@H](C[C@H]1C(NCCC1)=O)C#N)CC2)(F)F (1R,3R,4R)-2-((5-chloropyridin-3-yl)-L-alanyl)-N-((R)-1-cyano-2-((S)-2-oxopiperidin-3-yl)ethyl)-5,5-difluoro-2-azabicyclo[2.2.2]octane-3-carboxamide